trans-(4'-propylcyclohexyl)-3'-methyl-2,6-difluoro-1-isothiocyanatoterphenyl C(CC)C1CCC(CC1)C=1[C@H]([C@@](C(=CC1)F)(C=1C(=C(C=CC1)C)C1=CC=CC=C1)N=C=S)F